oxybismethylene phosphate P1(=O)(OCOCO1)[O-]